4-(2-(4-methoxyphenyl)propan-2-yl)thiazol-2-amine COC1=CC=C(C=C1)C(C)(C)C=1N=C(SC1)N